FC1=C(C(=C(C(=C1OC(C1=CC(=C(C=C1)OC)N1C(NC(CC1)=O)=O)=O)F)F)F)F 3-(2,4-dioxotetrahydropyrimidine-1(2H)-yl)-4-methoxybenzoic acid pentafluorophenyl ester